BrC=1C=CC(=NC1)C1(COC1)C(=O)O 3-(5-bromopyridin-2-yl)oxetan-3-carboxylic acid